ClC=1C=C(\C=C(\C(=O)OC(C)(C)C)/C(=O)OCC)C=C(C1CC1=CC(=C(C=C1)O)C(C)C)Cl 1-(tert-butyl) 3-ethyl (E)-2-(3,5-dichloro-4-(4-hydroxy-3-isopropylbenzyl)benzylidene)malonate